NC1=NC=C(C2=C1C=NN2)NC(=O)C(=O)N(CC2=NC=CC=C2)CC2=CC=C(C=C2)C N-(4-amino-1H-pyrazolo[4,3-c]pyridin-7-yl)-N'-(p-tolylmethyl)-N'-(2-pyridylmethyl)oxamide